O[C@@]1([C@@H](CC[C@H](C1)C)C(C)C)C(=O)NCCC=1C=NC=CC1 (1s,2s,5r)-1-hydroxy-2-isopropyl-5-methyl-N-[2-(3-pyridinyl)ethyl]cyclohexanecarboxamide